C(C)(=O)O[C@@H]1[C@@H]([C@H](O[C@H]1N1C2=NC(=NC=C2N(C1=O)CC1=CC=C(C=C1)C#N)N)COC(C)=O)F ((2R,3R,4S,5R)-4-acetoxy-5-(2-amino-7-(4-cyanobenzyl)-8-oxo-7,8-dihydro-9H-purin-9-yl)-3-fluorotetrahydrofuran-2-yl)methylacetat